C(C)(=O)C1=C(C=CC=C1)NC(=O)C1=NC=CC=C1Br N-(2-acetylphenyl)-3-bromopyridinecarboxamide